C(#N)[C@H](CC1=CC=C(C=C1)C=1C=CC2=C(N(C(O2)=O)C)C1)NC(=O)[C@H]1OC[C@H](CN(C1)C(=O)OC(C)(C)C)OC |o1:27| tert-butyl (2S,6S*)-2-{[(1S)-1-cyano-2-[4-(3-methyl-2-oxo-2,3-dihydro-1,3-benzoxazol-5-yl)phenyl]ethyl]carbamoyl}-6-methoxy-1,4-oxazepane-4-carboxylate